C(#N)C(CNC=1C(=CC=C2C=CC(=CC12)C1=CC=C(C=N1)NS(=O)(=O)C)OC)=C N-(6-{8-[(2-cyano-2-methylideneethyl)amino]-7-methoxynaphthalen-2-yl}pyridin-3-yl)methanesulfonamide